OCC1=C(C=CC=C1)\C(\C(=O)O)=N/OC (E)-2-(2-hydroxymethylphenyl)-methoxyiminoacetic acid